7-Fluoro-4-(3-methoxy-4-pyridyl)-6-[1-[3-(triazol-1-yl)propanoyl]-3,6-dihydro-2H-pyridin-5-yl]-1H-indole-2-carboxylic acid FC=1C(=CC(=C2C=C(NC12)C(=O)O)C1=C(C=NC=C1)OC)C1=CCCN(C1)C(CCN1N=NC=C1)=O